C(C=C)(=O)O.OC(CCCCCCCCCCC(=O)O)CCCCCC 12-hydroxystearic acid acrylate